FC1=C(CNS(=O)(=O)N)C(=CC(=C1)N1N=NC2=C1C=CC(=C2)OC)F N-(2,6-difluoro-4-(5-methoxy-1H-benzo[d][1,2,3]triazol-1-yl)benzyl)sulfamide